CN1N=NC2=C1C=CC(=C2C)C(C(C(=O)O)(C)C)C2=CC(=C(C=C2)C)CN2C[C@H](OC=1C(=C3C=CC=NC3=CC1)C2)CC 3-(1,4-dimethyl-1H-benzo[d][1,2,3]triazol-5-yl)-3-(3-(((R)-4-ethyl-3,4-dihydro-[1,4]oxazepino[6,7-f]quinolin-2(1H)-yl)methyl)-4-methylphenyl)-2,2-dimethylpropanoic acid